4-(4-((2,6-diethyl-3,4-dihydroquinolin-1(2H)-yl)sulfonyl)-2-hydroxymethylphenoxy)tetrahydro-2H-thiopyran 1,1-dioxide C(C)C1N(C2=CC=C(C=C2CC1)CC)S(=O)(=O)C1=CC(=C(OC2CCS(CC2)(=O)=O)C=C1)CO